(2-methoxy-2-phenylvinyl)oxy-4-propylbenzene COC(=COC1=CC=C(C=C1)CCC)C1=CC=CC=C1